[Na+].C(SCCCCCCCCCCCC)([S-])=S dodecyl trithiocarbonate sodium salt